C(C)N1N=CC=C1C=1C=CC2=C(CCCCC2NC(=O)[C@H]2N(C[C@@H](C2)O)C(=O)OC(C)(C)C)C1 tert-butyl (2S,4R)-2-((2-(1-ethyl-1H-pyrazol-5-yl)-6,7,8,9-tetrahydro-5H-benzo[7]annulen-5-yl)carbamoyl)-4-hydroxypyrrolidine-1-carboxylate